C(C)OC1=C(C=CC=N1)C1=CC(=C(C=C1)F)C 6-Ethoxy-5-(4-fluoro-3-methylphenyl)pyridin